FC1=CC=C(C=C1)NC(=O)C1(CC1)C(=O)NC1=CC=C(C=C1)OC1=CC=NC2=CC(=C(C=C12)N1CC(C1)O)OC 1-N'-(4-fluorophenyl)-1-N-[4-[6-(3-hydroxyazetidin-1-yl)-7-methoxyquinolin-4-yl]oxyphenyl]cyclopropane-1,1-dicarboxamide